OC=1C(=C2C=CN(C2=C(C1)C)C(=O)OC(C)(C)C)CN1[C@@H](CC2(CCCO2)CC1)C1=CC=C(C=C1)C(=O)OC Tert-butyl 5-hydroxy-4-(((7S)-7-(4-(methoxycarbonyl)phenyl)-1-oxa-8-azaspiro[4.5]decan-8-yl)methyl)-7-methyl-1H-indole-1-carboxylate